C1(=C(C=CC=C1)C(=C=O)C1=CC=CC=C1)C tolylstyrenone